tert-butyl hexahydropyrrolo[3,4-b]pyrrole-5(1H)-carboxylate N1C2C(CC1)CN(C2)C(=O)OC(C)(C)C